(3S,4R)-1-(4-((8-((2R,3S)-3-((ethylsulfonyl)methyl)-2-methylazetidine-1-yl)-5-isopropyl-2,7-naphthyridin-3-yl)amino)-1,3,5-triazin-2-yl)-3-fluoro-3-methylpiperidine C(C)S(=O)(=O)C[C@@H]1[C@H](N(C1)C=1N=CC(=C2C=C(N=CC12)NC1=NC(=NC=N1)N1C[C@@](CCC1)(C)F)C(C)C)C